OC/C=C(/C(=O)NCCCCNC(C1=CC(=C(C(=C1)C)C)C)=O)\C (E)-N-(4-(4-hydroxy-2-methylbut-2-enamido)butyl)-3,4,5-trimethylbenzamide